C(C)(=O)N1\C(\C(C2=CC=CC=C12)=O)=C/C1=NC2=CC=C(C=C2C=C1)CN(C(OC(C)(C)C)=O)C1CCN(CC1)C1COC1 tert-butyl (Z)-((2-((1-acetyl-3-oxoindolin-2-ylidene)methyl) quinolin-6-yl)methyl)(1-(oxetan-3-yl)piperidin-4-yl)carbamate